CC1=C(C=2C=NN(C2C=C1)C1OCCCC1)N 5-methyl-1-tetrahydropyran-2-yl-indazol-4-amine